C(C)(C)(C)OOC(C)(C)C di(tertbutyl) peroxide